NC1=NN(C(=C1NCCO)N)C 3,5-diamino-4-(2-hydroxyethyl)amino-1-methylpyrazole